NC1=NC(=CC(=N1)NCCCC)CCCCC(N1CCNCC1)=O 2-Amino-4-(butylamino)-6-(5-oxo-5-(piperazin-1-yl)pentyl)pyrimidine